[Si](C)(C)(C(C)(C)C)OCC=1N=NN(C1C1(COC1)O)C[Si](C)(C)C 3-(4-(((tert-butyldimethylsilyl)oxy)methyl)-1-((trimethylsilyl)methyl)-1H-1,2,3-triazol-5-yl)oxetan-3-ol